4-Chloro-2-(methoxymethoxy)benzaldehyde ClC1=CC(=C(C=O)C=C1)OCOC